C(C)(C)(C)OC(=O)N[C@H](C(=O)OC(C)(C)C)CC1=CC=C(C=C1)C#N tert-butyl (S)-2-((tert-butoxycarbonyl)amino)-3-(4-cyanophenyl)propanoate